3-methoxy-4-(1-methyl-4-(trifluoromethyl)-1H-imidazol-2-yl)benzonitrile COC=1C=C(C#N)C=CC1C=1N(C=C(N1)C(F)(F)F)C